N,N-bis(hydroxyethyl)alanine OCCN([C@@H](C)C(=O)O)CCO